2,4,8,10-Tetra-tert-butyl-6-((3,3',5,5'-tetra-tert-butyl-2'-((dicyclohexylphosphanyl)oxy)-[1,1'-biphenyl]-2-yl)oxy)dibenzo[d,f][1,3,2]dioxaphosphepin C(C)(C)(C)C1=CC2=C(OP(OC3=C2C=C(C=C3C(C)(C)C)C(C)(C)C)OC3=C(C=C(C=C3C(C)(C)C)C(C)(C)C)C3=C(C(=CC(=C3)C(C)(C)C)C(C)(C)C)OP(C3CCCCC3)C3CCCCC3)C(=C1)C(C)(C)C